[(3aR,7aS)-2-[4-(trifluoromethyl)pyridin-2-yl]-octahydro-1H-pyrrolo[3,4-c]pyridin-5-yl]-6-(1,3,4-thiadiazol-2-yl)pyrazine FC(C1=CC(=NC=C1)N1C[C@@H]2CN(CC[C@@H]2C1)C1=NC(=CN=C1)C=1SC=NN1)(F)F